C(C)(=O)OC[C@H]([C@H]([C@@H]([C@H](C(=O)SCCCCCCCCCCCC)OC(C)=O)OC(C)=O)OC(C)=O)OC(C)OCC (2R,3R,4S,5R)-6-(dodecylthio)-2-(1-ethoxyethoxy)-6-oxohexane-1,3,4,5-tetrayl tetraacetate